7-hydroxynaphthalene-2-amine OC1=CC=C2C=CC(=CC2=C1)N